C1(=C2N(C=N1)CCC2)C(C(NC=2SC=CN2)=O)N2CC1=C(C=C(C=C1C2=O)C2=CC=C(C=C2)N2CC1(C2)CCN(CC1)CC(=O)OC(C)(C)C)F tert-butyl 2-[2-[4-[2-[1-(6,7-dihydro-5H-pyrrolo[1,2-c]imidazol-1-yl)-2-oxo-2-(thiazol-2-ylamino)ethyl]-7-fluoro-3-oxo-isoindolin-5-yl]phenyl]-2,7-diazaspiro[3.5]nonan-7-yl]acetate